COCCCOC1=NC(=NC=C1)NCC1=C(C=NN1C)C1=NC=C(C(=N1)C)OC1CCCCC1 (1S,3S)-3-((2-(5-(((4-(3-Methoxypropoxy)pyrimidin-2-yl)amino)methyl)-1-methyl-1H-pyrazol-4-yl)-4-methylpyrimidin-5-yl)oxy)cyclohexan